6-iodo-3-(2-(pyridin-4-yl)ethyl)quinazolin-4(3H)-one IC=1C=C2C(N(C=NC2=CC1)CCC1=CC=NC=C1)=O